1-[3-[[(1R)-1-(3,6-Dimethyl-4-oxo-2-phenyl-chromen-8-yl)ethyl]amino]pyridine-2-carbonyl]pyrrolidine-3-carbonitrile CC1=C(OC2=C(C=C(C=C2C1=O)C)[C@@H](C)NC=1C(=NC=CC1)C(=O)N1CC(CC1)C#N)C1=CC=CC=C1